adenosin tri-phosphate P(=O)(O)(O)O[C@H]1[C@@H](O[C@@H]([C@H]1OP(=O)(O)O)COP(=O)(O)O)N1C=NC=2C(N)=NC=NC12